(S)-1-(3-fluoro-4-methoxyphenyl)-6-(5-(3,5-dimethylisoxazol-4-yl)-1-((R)-1-(methylsulfonyl)pyrrolidin-3-yl)-1H-benzo[d]imidazol-2-yl)piperidin-2-one FC=1C=C(C=CC1OC)N1C(CCC[C@H]1C1=NC2=C(N1[C@H]1CN(CC1)S(=O)(=O)C)C=CC(=C2)C=2C(=NOC2C)C)=O